Trimethyl-(4-phenylethynylphenyl)silane C[Si](C1=CC=C(C=C1)C#CC1=CC=CC=C1)(C)C